C12N(CC(NC1)CC2)C=2C1=C(N=C(N2)OC[C@H]2N(CCC2)C([2H])([2H])[2H])C(N(C(=C1)C(F)(F)F)C1=CC(=CC2=CC=C(C(=C12)CC)F)O)=O 4-(2,5-Diazabicyclo[2.2.2]octan-2-yl)-7-(8-ethyl-7-fluoro-3-hydroxynaphthalen-1-yl)-2-(((S)-1-(methyl-d3)pyrrolidin-2-yl)methoxy)-6-(trifluoromethyl)pyrido[3,4-d]pyrimidin-8(7H)-one